1,5-divinyl-1,1,5,5-tetramethoxy-3-phenyl-3-methyltrisiloxane C(=C)[Si](O[Si](O[Si](OC)(OC)C=C)(C)C1=CC=CC=C1)(OC)OC